FC(C(=O)O)(F)F.FC1=CC(=C(C(=C1)C1=CC=NC=C1)CC(=O)O)C(C)C 2-(4-Fluoro-2-isopropyl-6-(pyridin-4-yl)phenyl)acetic acid, trifluoroacetic acid salt